(2S)-2-[(tert-butylcarbamoyl)amino]-3,3-dimethyl-N-[(1s,4s)-4-{[6-chloro-2-(trifluoromethyl)quinolin-4-yl]amino}cyclohexyl]butanamide C(C)(C)(C)NC(=O)N[C@H](C(=O)NC1CCC(CC1)NC1=CC(=NC2=CC=C(C=C12)Cl)C(F)(F)F)C(C)(C)C